tert-butyl (R)-3-methyl-3-phenylpiperazine-1-carboxylate C[C@]1(CN(CCN1)C(=O)OC(C)(C)C)C1=CC=CC=C1